3,5-dinitrophenol oxygen [O].[N+](=O)([O-])C=1C=C(C=C(C1)[N+](=O)[O-])O